5-(4-hydroxy-4-methylpiperidin-1-yl)-1,3,4-thiadiazol OC1(CCN(CC1)C1=NN=CS1)C